The molecule is the tetra-anion obtained by removal of all of the protons from the phosphate groups of D-glycero-alpha-D-manno-heptose 1,7-bisphosphate. It is a conjugate base of a D-glycero-alpha-D-manno-heptose 1,7-bisphosphate. C([C@H]([C@@H]1[C@H]([C@@H]([C@@H]([C@H](O1)OP(=O)([O-])[O-])O)O)O)O)OP(=O)([O-])[O-]